ClC1=CC=C2C=CC(=CN12)C(=O)N(C)C1COCC=2NC(C=3C=C(C(=CC3C21)F)F)=O 3-chloro-N-(8,9-difluoro-6-oxo-1,4,5,6-tetrahydro-2H-pyrano[3,4-c]isoquinolin-1-yl)-N-methylindolizine-6-carboxamide